N(=C=O)C1=CC=C(C=C1)C1=CC=C(C=C1)N=C=O 4,4'-diisocyanatobiphenyl